ClC=1C=CC=C2C=CC=C(C12)C1=C(C=2N=C(N=C(C2C=N1)N1CCNC2(COC2)C1)OC[C@]12CCCN2C[C@@H](C1)F)F 8-(7-(8-chloronaphthalen-1-yl)-8-fluoro-2-(((2R,7aS)-2-fluorotetrahydro-1H-pyrrolizin-7a(5H)-yl)methoxy)pyrido[4,3-d]pyrimidin-4-yl)-2-oxa-5,8-diazaspiro[3.5]nonane